N1(CCCC1)CCCC(CCN)N 1-(3-pyrrolidinylpropyl)-1,3-propanediamine